C(C(=C)C)(=O)OCCC[Si](OCC)(C)C {3-(methacryloyloxy)propyl}dimethylethoxysilane